The molecule is an aminoglycoside antibiotic that is (1S,3S)-3,5,12-trihydroxy-3-(1-hydroxyethyl)-10-methoxy-6,11-dioxo-1,2,3,4,6,11-hexahydrotetracene having a 3-amino-2,3,6-trideoxy-alpha-L-lyxo-hexopyranosyl residue attached at position 1 via a glycosidic linkage. It is an anthracycline, an aminoglycoside antibiotic, a monosaccharide derivative, a deoxy hexoside and a member of p-quinones. It is a conjugate base of a 13-dihydrodaunorubicin(1+). It derives from a hydride of a tetracene. C[C@H]1[C@H]([C@H](C[C@@H](O1)O[C@H]2C[C@@](CC3=C2C(=C4C(=C3O)C(=O)C5=C(C4=O)C(=CC=C5)OC)O)(C(C)O)O)N)O